[6-(3-tert-butyl-1,2,4-triazol-1-yl)-5-methyl-3-pyridyl]-[4-(5-chlorooxazolo[4,5-b]pyridin-2-yl)piperazin-1-yl]methanone C(C)(C)(C)C1=NN(C=N1)C1=C(C=C(C=N1)C(=O)N1CCN(CC1)C=1OC=2C(=NC(=CC2)Cl)N1)C